(S)-1-(4-chlorophenyl)ethane-1-amine ClC1=CC=C(C=C1)[C@H](C)N